C(#N)C([C@@H](C1CC1)NC(=O)C=1C(=NC(=NC1)C(C)(F)F)OC1=CC=CC=C1)=C (R)-N-(2-cyano-1-cyclopropylallyl)-2-(1,1-difluoroethyl)-4-phenoxypyrimidine-5-carboxamide